C(C)(C)OC(=O)C1=C(C(=O)NN(C(=O)OC(C)(C)C)C)C=C(C=C1)OC tert-butyl 2-(2-(isopropoxycarbonyl)-5-methoxybenzoyl)-1-methylhydrazine-1-carboxylate